[Ru+2].CC1=C(C(=CC(=C1)C)C)N1C(N(CC1)C1=C(C=C(C=C1C)C)C)=C1C(C(=C(C=C1)P(C1=CC=CC=C1)(C1=CC=CC=C1)=C1C(=CC2=CC=CC=C12)C1=CC=CC=C1)Cl)Cl [1,3-bis-(2,4,6-trimethylphenyl)-2-imidazolidinylidene]dichloro(phenylindenylidene)(triphenylphosphine) Ruthenium(II)